6-(2-amino-4-methoxyphenyl)-5,6,7,8-tetrahydronaphthalen NC1=C(C=CC(=C1)OC)C1CC=2C=CC=CC2CC1